N-[2,5-difluoro-4-(trifluoromethyl)phenyl]-5-(4-methyl-2-pyridyl)-1H-pyrrole-3-sulfonamide FC1=C(C=C(C(=C1)C(F)(F)F)F)NS(=O)(=O)C1=CNC(=C1)C1=NC=CC(=C1)C